6-Fluoro-N-(2-(1-methyl-8-oxa-1-azaspiro[4.5]dec-3-en-4-yl)thieno[2,3-b]pyridin-4-yl)benzo[d]thiazol-5-amine FC1=CC2=C(N=CS2)C=C1NC1=C2C(=NC=C1)SC(=C2)C2=CCN(C21CCOCC1)C